(3S)-N1-[4-(3-cyanophenyl)-5-(2,6-dimethyl-4-pyridinyl)thiazol-2-yl]pyrrolidin-1,3-dicarboxamide C(#N)C=1C=C(C=CC1)C=1N=C(SC1C1=CC(=NC(=C1)C)C)NC(=O)N1C[C@H](CC1)C(=O)N